lithium Lanthanum Yttrium Titanium Oxide [O-2].[Ti+4].[Y+3].[La+3].[Li+]